ClC=1C=C(NC2=C(N=NC=C2)C(=O)OCC)C=C(C1O)Cl ethyl 4-(3,5-dichloro-4-hydroxy-anilino)pyridazine-3-carboxylate